(R)-hexahydropyrrolo[1,2-a]pyrazin-6(2H)-one hydrochloride salt Cl.C1[C@@H]2N(CCN1)C(CC2)=O